6-[(4-chloro-1H-indol-6-yl)amino]-4-[(3-chloro-5-fluorophenyl)amino]pyridine-2-carbonitrile ClC1=C2C=CNC2=CC(=C1)NC1=CC(=CC(=N1)C#N)NC1=CC(=CC(=C1)F)Cl